OC[C@@H]1CC[C@H](CO1)NC(=O)C1CC2(C(NC3=NC=CC=C32)=O)C3(N1)CCC3 N-[(3R,6S)-6-(hydroxymethyl)tetrahydro-2H-pyran-3-yl]-2''-oxo-1'',2''-dihydrodispiro[cyclobutane-1,2'-pyrrolidine-3',3''-pyrrolo[2,3-b]pyridine]-5'-carboxamide